(1,1-(R)-dioxido-2,3-dihydrothiophen-3-yl)-2-oxo-7-(trifluoromethyl)-1,2-dihydroquinoline-3-carboxamide O=S1(CC(C=C1)N1C(C(=CC2=CC=C(C=C12)C(F)(F)F)C(=O)N)=O)=O